5-(3,5-dichlorobenzyl)-3-(2-(pyridin-2-yl)vinyl)-1H-indazole ClC=1C=C(CC=2C=C3C(=NNC3=CC2)C=CC2=NC=CC=C2)C=C(C1)Cl